Cl.FC(C1=NC=C(C=N1)[C@@H](C)N)(F)F (R)-1-(2-(trifluoromethyl)pyrimidin-5-yl)ethanamine HCl